C(C)C(COC=1C=C(C=C(C1)CCCCCCCCCCCCCCC)C#CCO)CCCC 3-(3-((2-ethylhexyl)oxy)-5-pentadecylphenyl)prop-2-yn-1-ol